C1(CCCC1)COC=1C=C(C=CC1NS(=O)(=O)CC)C1=NNC(=C1C(=O)N)NC1=NC=CC=C1 3-(3-(cyclopentylmethoxy)-4-(ethylsulfonamido)phenyl)-5-(pyridin-2-ylamino)-1H-pyrazole-4-carboxamide